[C-]#N.C(CCC)[NH+]1C=C(C=C1)CCC 1-butyl-3-propylpyrrolium cyanide